1-(1-ethoxyethyl)-4-(4-nitrophenyl)-1H-pyrazole C(C)OC(C)N1N=CC(=C1)C1=CC=C(C=C1)[N+](=O)[O-]